FC1=CC(=C2C(=NN(C2=C1)C)C)C(C(=O)OC(C)(C)C)N1CC(C1)OCCCCCC1=NC=2NCCCC2C=C1 tert-butyl 2-(6-fluoro-1,3-dimethyl-1H-indazol-4-yl)-2-(3-((5-(5,6,7,8-tetrahydro-1,8-naphthyridin-2-yl)pentyl)oxy)azetidin-1-yl)acetate